2-(2-fluoro-6-(3-fluoropiperidin-1-yl)pyridin-3-yl)-4-oxo-6,7-dihydrothiazolo[5,4-c]pyridine-5(4H)-carboxylate FC1=NC(=CC=C1C=1SC=2C(N(CCC2N1)C(=O)[O-])=O)N1CC(CCC1)F